trans-(3-(4-amino-3-fluorophenyl)-7-(4-((tert-butoxy-carbonyl)amino)-cyclohexyl)-1-isopropyl-1H-pyrazolo[4,3-c]pyridin-4-yl)(tert-butoxycarbonyl)carbamic acid tert-butyl ester C(C)(C)(C)OC(N(C(=O)OC(C)(C)C)C1=NC=C(C2=C1C(=NN2C(C)C)C2=CC(=C(C=C2)N)F)[C@@H]2CC[C@H](CC2)NC(=O)OC(C)(C)C)=O